2-methyl-2,7-diazadispiro[3.0.45.24]undecane CN1CC2(C1)C1(CNCC1)CC2